1,1,6,6-Tetra-n-butyl-1,6-distanna-2,5,7,10-tetraoxacyclodecane C(CCC)[Sn]1(OCCO[Sn](OCCO1)(CCCC)CCCC)CCCC